N-[(1S)-2-[2-(3-amino-3-oxo-propyl)-2-[(2R)-2-chloro-2-fluoro-acetyl]hydrazino]-1-(cyclohexylmethyl)-2-oxo-ethyl]-4-methoxy-1H-indole-2-carboxamide NC(CCN(NC([C@H](CC1CCCCC1)NC(=O)C=1NC2=CC=CC(=C2C1)OC)=O)C([C@H](F)Cl)=O)=O